C1=CC(=CC=2C3=CC(=CC=C3NC12)C#N)C#N 9H-carbazole-3,6-dicarbonitrile